COC=1N=C2C(=CC=NC2=CC1OC)OC1=C(C=C(C=C1)NC(=O)C=1C(=NC(=C(C1O)C1=CC=C(C=C1)F)C)CO)F N-[4-[(6,7-dimethoxy-1,5-naphthyridin-4-yl)oxy]-3-fluorophenyl]-5-(4-fluorophenyl)-4-hydroxy-2-(hydroxymethyl)-6-methylpyridine-3-carboxamide